ClC=1C(=C(C(=C(C(=O)OCC)C1)NC(CC(=O)OCC)=O)F)C1=CC=CC2=CC=CC(=C12)C#N ethyl 5-chloro-4-(8-cyanonaphthalen-1-yl)-2-(3-ethoxy-3-oxopropanamido)-3-fluorobenzoate